N-(5-(5-chloro-6-fluoro-7-((R)-1-methoxypropan-2-yl)-1H-indazol-4-yl)pyrazolo[1,5-a]pyridin-2-yl)-2-fluorocyclopropane-1-carboxamide ClC=1C(=C2C=NNC2=C(C1F)[C@H](COC)C)C1=CC=2N(C=C1)N=C(C2)NC(=O)C2C(C2)F